FC1=C(C=C(C=C1F)C1=C(C=CC=C1C)C)[C@H](CC(=O)O)NC(C(CC(C)C)N1C(C=CC(=C1)CCN1C[C@@H](CC1)F)=O)=O (3S)-3-(4,5-difluoro-2',6'-dimethylbiphenyl-3-yl)-3-(2-(5-(2-((R)-3-fluoropyrrolidin-1-yl)ethyl)-2-oxopyridin-1(2H)-yl)-4-methylpentanamido)propanoic acid